C(C=C)(=O)N1[C@H](CN(CC1)C1=NC(=NC=2CC(CCC12)N1CCC2=CC=CC=C12)OCCN1CCOCC1)CC#N 2-((2S)-1-Acryloyl-4-(7-(indolin-1-yl)-2-(2-morpholinoethoxy)-5,6,7,8-tetrahydroquinazolin-4-yl)piperazin-2-yl)acetonitrile